CN1C(C(=C(C2=CC(=C(C=C12)OC1COCC1)C)N1CCC(CC1)C1=NC(=NO1)C1=C(C=CC=C1)C)C#N)=O 1,6-Dimethyl-4-{4-[3-(2-methylphenyl)-1,2,4-oxadiazol-5-yl]piperidin-1-yl}-2-oxo-7-[(oxolan-3-yl)oxy]-1,2-dihydro-quinoline-3-carbonitrile